CN1C(CC(CC1(C)C)N1C(CCC1=O)=O)(C)C 1-(1,2,2,6,6-pentamethyl-4-piperidyl)pyrrolidine-2,5-dione